hexyne-1,4-dicarboxylic acid C(#CCC(CC)C(=O)O)C(=O)O